N-(5-((6,7-dimethoxyquinolin-4-yl)oxy)pyridin-2-yl)-5-(4-fluorophenyl)-1-methyl-4-oxo-1,4-dihydropyridazine-3-carboxamide COC=1C=C2C(=CC=NC2=CC1OC)OC=1C=CC(=NC1)NC(=O)C1=NN(C=C(C1=O)C1=CC=C(C=C1)F)C